CC1=NN=C(C2=CC(=CC=C12)N1[C@H](COCC1)C)N[C@H](C)C1=C(C(=CC=C1)C(F)(F)F)C 4-methyl-N-((R)-1-(2-methyl-3-(trifluoromethyl)phenyl)ethyl)-7-((S)-3-methylmorpholino)phthalazin-1-amine